2-(4-methoxyphenyl)-6-morpholino-4H-pyran-4-one COC1=CC=C(C=C1)C=1OC(=CC(C1)=O)N1CCOCC1